2-(2-(2,6-dioxopiperidin-3-yl)-1,3-dioxoisoindol-4-yl)piperidin O=C1NC(CCC1N1C(C2=CC=CC(=C2C1=O)C1NCCCC1)=O)=O